ClC1=C(C=C(OC2=CC=C(\C=C/3\C(=C(C4=CC(=CC=C34)F)CC(=O)O)C)C=C2)C=C1)OC (Z)-2-(1-(4-(4-chloro-3-methoxyphenoxy)benzylidene)-5-fluoro-2-methyl-1H-inden-3-yl)acetic acid